ClC1=C(C(=CC=C1)Cl)C1CN(C1)C1=CC=C(CN2CCC(CC2)C(=O)OC)C=C1 methyl 1-(4-(3-(2,6-dichlorophenyl)azetidin-1-yl)benzyl)-piperidine-4-carboxylate